N1N=CC2=C1N=CC=C2C(=O)N 1H-pyrazolo[3,4-b]pyridine-4-carboxamide